N-((5-(3-Methoxypyridin-2-yl)-1,3,4-oxadiazol-2-yl)methyl)piperidine-4-carboxamide COC=1C(=NC=CC1)C1=NN=C(O1)CNC(=O)C1CCNCC1